BrC1=CC(=C(C=C1F)/C=C/N(C)C)[N+](=O)[O-] (E)-2-(4-bromo-5-fluoro-2-nitro-phenyl)-N,N-dimethyl-ethenamine